(2-oxo-1,3,7-triazaspiro[4.5]decane-7-yl)-6-fluoropyrido[2,3-d]pyrimidine O=C1NC2(CN1)CN(CCC2)C=2N=CC1=C(N2)N=CC(=C1)F